ClCC[N+](C)(C)C 2-chloro-N,N,N-trimethyl-ethanaminium